BrC=1C=CC(=NC1)OCCOC 5-bromo-2-(2-methoxyethoxy)pyridine